1-(2-Hydroxynaphthalen-1-yl)-3-methyl-1H-indole-5-carbonitrile OC1=C(C2=CC=CC=C2C=C1)N1C=C(C2=CC(=CC=C12)C#N)C